3-(3,5-dimethyl-1H-pyrazol-4-yl)piperidine CC1=NNC(=C1C1CNCCC1)C